1-((((S)-1-(2-chlorophenyl)-2-oxocyclohexyl)(methyl)carbamoyl)oxy)propyl (2,2,2-trifluoroacetyl)glycinate FC(C(=O)NCC(=O)OC(CC)OC(N(C)[C@]1(C(CCCC1)=O)C1=C(C=CC=C1)Cl)=O)(F)F